Indazol-7-one N=1N=CC2=CC=CC(C12)=O